4-Hydroxyquinazoline OC1=NC=NC2=CC=CC=C12